5-chloro-2'-methyl-[1,1'-biphenyl]-2-amine ClC1=CC=C(C(=C1)C1=C(C=CC=C1)C)N